ClC1=CC=C(C=C1)C(N1CCN(CC1)C)C1=NN=NN1CCC1=CC=CC=C1 1-((4-chlorophenyl)(1-phenethyl-1H-tetrazol-5-yl)methyl)-4-methylpiperazine